C1(=CC(=CC(=C1)C=1C=C2C(OC(C2=CC1)=O)=O)C=1C=C2C(OC(C2=CC1)=O)=O)C=1C=C2C(OC(C2=CC1)=O)=O 5,5',5''-(benzene-1,3,5-triyl)tris(isobenzofuran-1,3-dione)